CN1N=CC(=C1)C=1C=CC(=NC1)NC(CC1=CC=CC=C1)=O N-(5-(1-methyl-1H-pyrazol-4-yl)pyridin-2-yl)-2-phenylacetamide